2-(1-(4-(2,6-bis(benzyloxy)pyridin-3-yl)phenyl)piperidin-4-yl)ethan-1-ol C(C1=CC=CC=C1)OC1=NC(=CC=C1C1=CC=C(C=C1)N1CCC(CC1)CCO)OCC1=CC=CC=C1